9,9-dipentylfluorene C(CCCC)C1(C2=CC=CC=C2C=2C=CC=CC12)CCCCC